FC(C1=CC=C(C=C1)C1CC2(CC1)CCN(CC2)C(=O)OCCCC)(F)F Butyl 2-(4-(trifluoromethyl)phenyl)-8-azaspiro[4.5]decane-8-carboxylate